CC(=C)C(=O)C(=C(C(=O)O)N)OC aminopenicillic acid